ClC=1C=C(C=CC1)CC(C(=O)OCC)N1C[C@H]([C@@H](C1)COC1=CC=C(C=C1)S(=O)(=O)C)C ethyl 3-(3-chlorophenyl)-2-((3S,4S)-3-methyl-4-((4-(methylsulfonyl)phenoxy)methyl)pyrrolidin-1-yl)propanoate